NC(C(=O)OC)CC(=O)C methyl aminolevulinat